methyl 5-hydroxy-1-oxoisochromane-7-carboxylate OC1=C2CCOC(C2=CC(=C1)C(=O)OC)=O